C(#N)C1=C(C=C(C=C1)N1C(N(C(C1=O)(C)C)C1=CC(=C(OCCN2CCN(CC2)CC(=O)NC2=CC(=CC=C2)NC2C(NC(CC2)=O)=O)C=C1)CC)=S)C(F)(F)F 2-(4-(2-(4-(3-(4-cyano-3-(trifluoromethyl)phenyl)-5,5-dimethyl-4-oxo-2-thioxoimidazolidin-1-yl)-2-ethylphenoxy)ethyl)piperazin-1-yl)-N-(3-(2,6-dioxopiperidin-3-ylamino)phenyl)acetamide